O1C=C(C2=C1C=CC=C2)CC(NS(=O)(=O)CC2=C(C=CC(=C2)N2CCOCC2)F)B(O)O 2-(benzofuran-3-yl)-1-(((2-fluoro-5-morpholinophenyl)methyl)sulfonamido)ethylboronic acid